(azetidin-3-yloxy)(ethyl)amine hydrochloride Cl.N1CC(C1)ONCC